C(C(C)(C)C)OB(O)C=1C(=NOC1C)C (3,5-dimethylisoxazol-4-yl)boronic acid neopentyl ester